7'-fluoro-1'-(4-methoxybenzyl)-5'-(4,4,5,5-tetramethyl-1,3,2-dioxaborolan-2-yl)spiro[cyclopropane-1,3'-indolin]-2'-one FC=1C=C(C=C2C3(C(N(C12)CC1=CC=C(C=C1)OC)=O)CC3)B3OC(C(O3)(C)C)(C)C